(2-(benzyloxy)-4-(trifluoromethyl)phenyl)-N-(piperidin-3-yl)pyrrolo[1,2-d][1,2,4]triazin-4-amine hydrochloride Cl.C(C1=CC=CC=C1)OC1=C(C=CC(=C1)C(F)(F)F)C=1C=2N(C(=NN1)NC1CNCCC1)C=CC2